(2,3-dihydro-1H-inden-1-yl)(o-tolyl)methanone C1(CCC2=CC=CC=C12)C(=O)C1=C(C=CC=C1)C